6-(3,5-dimethylphenyl)-1-[(3-fluorophenyl)methyl]-3H-imidazo[4,5-b]pyridin-2-one CC=1C=C(C=C(C1)C)C=1C=C2C(=NC1)NC(N2CC2=CC(=CC=C2)F)=O